4-Anilino-6-phenyl-quinoline N(C1=CC=CC=C1)C1=CC=NC2=CC=C(C=C12)C1=CC=CC=C1